[N+](=O)([O-])C1=CC=C(S1)C1OC1 2-(5-Nitrothien-2-yl)oxirane